FC1=C(OCC2=C(C(=O)O)C=CC=C2)C=CC(=C1C=O)C 2-((2-fluoro-3-formyl-4-methylphenoxy)methyl)benzoic acid